5-(3-(2-cyclopentylethynyl)phenoxy)-1H-1,2,3-triazole-4-carboxylic acid C1(CCCC1)C#CC=1C=C(OC2=C(N=NN2)C(=O)O)C=CC1